C(CCCCCCCCCCCCCC=CCCCCCCCCCC)(=O)O 15-hexacosenoic acid